NC1=CC(=C(C=C1)N1CCC(CC1)OC1CCN(CC1)C(=O)OC(C)(C)C)F tert-butyl 4-((1-(4-amino-2-fluorophenyl)piperidin-4-yl)oxy)piperidine-1-carboxylate